1-methylspiro[indoline-3,1'-pyrrolo[3,2,1-ij]quinazoline]-2,3'(2'H)-dione CN1C(C2(NC(N3C4=C(C=CC=C24)C=C3)=O)C3=CC=CC=C13)=O